COC1=CC=C(C=N1)CN1C2CN(CC1C2)C2=CC=C(C=N2)C=2C=1N(C=C(C2)OCCCS(=O)(=O)C)N=CC1C#N 4-(6-(6-((6-methoxypyridin-3-yl)methyl)-3,6-diazabicyclo[3.1.1]heptan-3-yl)-pyridin-3-yl)-6-(3-(methylsulfonyl)propoxy)pyrazolo[1,5-a]pyridine-3-carbonitrile